5-(4-chlorobenzyl)-8-isopropyl-2-(1-methyl-1H-pyrazol-4-yl)-2,5,8-triazaspiro[3.5]nonane-6,9-dione ClC1=CC=C(CN2C3(CN(C3)C=3C=NN(C3)C)C(N(CC2=O)C(C)C)=O)C=C1